FC1=CC(=C(C=C1)C1=NC=C(C=N1)CCN)OC=1C(=NN(C1)CC(F)(F)F)C 2-[2-[4-fluoro-2-[3-methyl-1-(2,2,2-trifluoroethyl)pyrazol-4-yl]oxyphenyl]pyrimidin-5-yl]ethanamine